C(N)(OC1(C(C1)[C@H]1C[C@H](CC1)C1=CC(=NN1)NC(CC=1OC(=CN1)C)=O)CC(F)(F)F)=O (1R,3S)-3-(3-{[(5-methyl-1,3-oxazol-2-yl)acetyl]amino}-1H-pyrazol-5-yl)cyclopentyl[1-(2,2,2-trifluoroethyl)cyclopropyl] carbamate